2-chloro-5-cyclopropyl-7-(2,2,6,6-tetrafluoromorpholino)-5H-pyrrolo[3,2-d]pyrimidine ClC=1N=CC2=C(N1)C(=CN2C2CC2)N2CC(OC(C2)(F)F)(F)F